O=C(CN1C(C2=CC=CC=C2C1=O)=O)C1=CC=CC=C1 2-(2-oxo-2-phenylethyl)isoindoline-1,3-dione